NC1=C(C=2C(=NC=C(C2S1)F)C=1C2=C(C=3C=NC(=NC3C1F)N1CC3(COC3)C(C1)N(C)C)COC2)C#N 2-Amino-4-(3-(8-(dimethylamino)-2-oxa-6-azaspiro[3.4]octan-6-yl)-5-fluoro-7,9-dihydrofuro[3,4-f]quinazolin-6-yl)-7-fluorothieno[3,2-c]pyridine-3-carbonitrile